2-((5-(5-(difluoromethyl)-1,3,4-oxadiazol-2-yl)pyridin-2-yl)methyl)-6-(furan-3-yl)-4,4-dimethylisoquinoline-1,3(2H,4H)-dione FC(C1=NN=C(O1)C=1C=CC(=NC1)CN1C(C2=CC=C(C=C2C(C1=O)(C)C)C1=COC=C1)=O)F